1,3-bis(tert-butyl)-2-methyl-cyclodisilazane C(C)(C)(C)N1[SiH](N([SiH2]1)C(C)(C)C)C